Cyclopentyl-6-((3,4-dimethylphenyl)amino)-3-methyl-1,3-dihydro-2H-imidazo[4,5-c]pyridin-2-one C1(CCCC1)N1C(N(C=2C=NC(=CC21)NC2=CC(=C(C=C2)C)C)C)=O